4-[(2R)-3-(3,4-dihydro-1H-isoquinolin-2-yl)-2-hydroxy-propyl]-8-(3,4-dihydro-1H-pyrrolo[1,2-a]pyrazine-2-carbonyl)-2,2-dimethyl-3H-1,4-benzoxazepin-5-one C1N(CCC2=CC=CC=C12)C[C@H](CN1CC(OC2=C(C1=O)C=CC(=C2)C(=O)N2CC=1N(CC2)C=CC1)(C)C)O